CSCCCN=C=S 3-(methylthio)propylisothiocyanate